BrC1=C(C(=C)C)C=C(C(=C1)Br)Br 2,4,5-tribromo-α-methylstyrene